7-(N,N-diethyl-sulfamoyl)-benzo[c][1,2,5]oxadiazole C(C)N(S(=O)(=O)C1=CC=CC=2C1=NON2)CC